1-[(2R,3R,4S,5S)-4-benzyloxy-5-(benzyloxymethyl)-3-hydroxy-5-(triisopropylsiloxy-methyl)tetrahydrofuran-2-yl]pyrimidine-2,4-dione C(C1=CC=CC=C1)O[C@H]1[C@H]([C@@H](O[C@]1(CO[Si](C(C)C)(C(C)C)C(C)C)COCC1=CC=CC=C1)N1C(NC(C=C1)=O)=O)O